(Epoxycyclohexyl)ethyltrimethoxysilane C12(C(CCCC1)O2)CC[Si](OC)(OC)OC